tert-butyl [(R)-1-[(1S,2S)-1-(4-(benzylthio)-3-chlorophenoxy)-4,6-dichloro-2,3-dihydro-1H-inden-2-yl]piperidin-3-yl]carbamate C(C1=CC=CC=C1)SC1=C(C=C(O[C@@H]2[C@H](CC3=C(C=C(C=C23)Cl)Cl)N2C[C@@H](CCC2)NC(OC(C)(C)C)=O)C=C1)Cl